(1S,2R,3S,4R)-3-(1H-indole-1-carbonyl)-7-oxabicyclo[2.2.1]heptane-2-carboxylic acid N1(C=CC2=CC=CC=C12)C(=O)[C@H]1[C@H]([C@@H]2CC[C@H]1O2)C(=O)O